C(#N)[C@H](C[C@H]1C(NCC1)=O)NC(OC(C)(C)C)=O tert-butyl N-[(1S)-1-cyano-2-[(3S)-2-oxopyrrolidin-3-yl]ethyl]carbamate